[N+](=[N-])=CCCO diazo-3-n-propanol